NC1=C2C(=NC=N1)N(N=C2C2=C(C=C(C=C2)OC2=CC=CC=C2)F)C[C@H]2N(CCC2)C(=O)C(C#N)=CC(C)(C)NCCOC 2-((S)-2-((4-amino-3-(2-fluoro-4-phenoxyphenyl)-1H-pyrazolo[3,4-d]pyrimidin-1-yl)methyl)pyrrolidine-1-carbonyl)-4-(2-methoxyethylamino)-4-methylpent-2-enenitrile